NC1=CC=C(OC2=CC=C(C=C2)OC2=CC=C(C=C2)OC2=CC=C(C=C2)N)C=C1 bis(4-[4-aminophenoxy]phenyl) ether